ClC1=C2C(=NC=C1C=1C=C3[C@](C(NC3=CC1)=O)(C(=O)N)C)NCC21CC1 (S)-5-(4'-chloro-1',2'-dihydrospiro[cyclopropane-1,3'-pyrrolo[2,3-b]pyridin]-5'-yl)-3-methyl-2-oxoindoline-3-carboxamide